NC1=C2C(=NC=N1)N(N=C2C2=C(C=C(C=C2)OC2=CC=CC=C2)F)C2CN(CCC2)C(=O)C(C#N)=CC(C)(N2CCN(CC2)C2COC2)C 2-[3-[4-AMINO-3-(2-FLUORO-4-PHENOXY-PHENYL)PYRAZOLO[3,4-D]PYRIMIDIN-1-YL]PIPERIDINE-1-CARBONYL]-4-METHYL-4-[4-(OXETAN-3-YL)PIPERAZIN-1-YL]PENT-2-ENENITRIL